tert-butyl 11'-oxo-10'-(2-oxoethyl)-3',4',7',8',10',11'-hexahydrospiro[cyclopropane-1,9'-pyrido[4',3':3,4]pyrazolo[1,5-a][1,4]diazepine]-2'(1'H)-carboxylate O=C1C=2N(CCC3(N1CC=O)CC3)N=C3C2CN(CC3)C(=O)OC(C)(C)C